6-(4-(3-chloro-4-fluoro-phenyl)-1-methyl-1H-imidazol-5-yl)imidazo[1,2-a]pyridine ClC=1C=C(C=CC1F)C=1N=CN(C1C=1C=CC=2N(C1)C=CN2)C